C[Si](CCC[Si](Cl)(C)C)(Cl)C 1,3-bis(dimethylmonochlorosilyl)propane